[Si](C)(C)(C(C)(C)C)OC(C(=O)OCC)C/C=N/[S@](=O)C(C)(C)C ethyl (E)-2-((tert-butyldimethylsilyl)oxy)-4-(((R)-tert-butylsulfinyl)imino)butanoate